C12CC3C(C(CC(C1)C3)C2)=N 4-adamantane-imine